(S)-4-(3-carbamoyl-2-(4-phenoxyphenyl)-4,5,6,7-tetrahydropyrazolo[1,5-a]pyrimidin-7-yl)-3,6-dihydropyridine-1(2H)-carboxylic acid tert-butyl ester C(C)(C)(C)OC(=O)N1CCC(=CC1)[C@@H]1CCNC=2N1N=C(C2C(N)=O)C2=CC=C(C=C2)OC2=CC=CC=C2